(S)-2-((fluorenylmethoxycarbonyl)amino)-3-(4-(4-(4-methoxycyclohexyl)-2-oxopiperazin-1-yl)phenyl)propanoic acid tert-butyl ester C(C)(C)(C)OC([C@H](CC1=CC=C(C=C1)N1C(CN(CC1)C1CCC(CC1)OC)=O)NC(=O)OCC1=CC=CC=2C3=CC=CC=C3CC12)=O